C(C)(C)(C)OC(=O)N1CCC(CC1)N1CCC(CC1)OC1=C2CCCN(C2=CC=C1)[C@@H]1C(NC(CC1)=O)=O 4-[4-[[1-[(3S)-2,6-dioxo-3-piperidinyl]-3,4-dihydro-2H-quinolin-5-yl]oxy]-1-piperidinyl]piperidine-1-carboxylic acid tert-butyl ester